C(C)(=O)N1CCC(CC1)NC1=C2C=C(N(C2=CC=C1)CC(F)(F)F)C1=NOC(=N1)CNC(=O)C1CC1 N-[(3-{4-[(1-acetylpiperidin-4-yl)amino]-1-(2,2,2-trifluoroethyl)-1H-indol-2-yl}-1,2,4-oxadiazol-5-yl)methyl]cyclopropanecarboxamide